Trans-3-[3-[1-(4-fluoro-3-methyl-phenyl)-5-hydroxy-2-tetrahydropyran-4-yl-indol-3-yl]cyclobutyl]-4H-1,2,4-oxadiazol-5-one FC1=C(C=C(C=C1)N1C(=C(C2=CC(=CC=C12)O)[C@@H]1C[C@H](C1)C1=NOC(N1)=O)C1CCOCC1)C